(R)-1-(4-((1-(3-((1-allylpiperidin-4-yl)difluoromethyl)phenyl)ethyl)amino)-8-(hept-6-en-1-yl)-7-oxo-7,8-dihydropyrido[2,3-d]pyrimidin-6-yl)cyclopropane-1-carbonitrile C(C=C)N1CCC(CC1)C(C=1C=C(C=CC1)[C@@H](C)NC=1C2=C(N=CN1)N(C(C(=C2)C2(CC2)C#N)=O)CCCCCC=C)(F)F